2,2-dimethylmorpholinoethyl methyl fumarate hydrochloride Cl.C(\C=C\C(=O)OC)(=O)OCCN1CC(OCC1)(C)C